2-butoxy-7-(3-methyl-4-(piperidin-4-yl)benzyl)imidazo[2,1-f][1,2,4]triazin-4-amine C(CCC)OC1=NN2C(C(=N1)N)=NC=C2CC2=CC(=C(C=C2)C2CCNCC2)C